dimethyl-(5-n-butylthienyl)(methyl)methylene(cyclopentadienyl)(fluorenyl)hafnium C[Hf](C1=CC=CC=2C3=CC=CC=C3CC12)(C1C=CC=C1)(=C(C)C=1SC(=CC1)CCCC)C